tert-butyl 4-(7-hydroxy-3,4-dihydroquinolin-1(2H)-yl)butanoate OC1=CC=C2CCCN(C2=C1)CCCC(=O)OC(C)(C)C